N-(3'-fluoro-[1,1'-biphenyl]-4-yl)-4-(2-methyl-6,7-dihydropyrazolo[1,5-a]pyrimidin-4(5H)-yl)-4-oxobutanamide FC=1C=C(C=CC1)C1=CC=C(C=C1)NC(CCC(=O)N1C=2N(CCC1)N=C(C2)C)=O